(R)-(4-(2-(3,10-dimethyl-2,3,4,4a,5,6-hexahydro-1H-pyrazino[1,2-a]quinolin-8-yl)-5H-pyrrolo[2,3-b]pyrazin-7-yl)phenyl)(2-oxa-6-azaspiro[3.3]heptan-6-yl)methanone CN1C[C@@H]2N(C3=C(C=C(C=C3CC2)C=2N=C3C(=NC2)NC=C3C3=CC=C(C=C3)C(=O)N3CC2(COC2)C3)C)CC1